NCC=1C=NC(=NC1)C1=C(C=C(C#N)C=C1)OC=1SC(=NN1)N1CCCCC1 4-[5-(aminomethyl)pyrimidin-2-yl]-3-[(5-piperidin-1-yl-1,3,4-thiadiazol-2-yl)oxy]benzonitrile